NCC(CN1N=NN(C1=O)C1=C(C=CC(=N1)C=1C=C2CCC(N(C2=CC1)C)=O)C)=C(F)F 6-[6-[4-[2-(aminomethyl)-3,3-difluoro-allyl]-5-oxo-tetrazol-1-yl]-5-methyl-2-pyridinyl]-1-methyl-3,4-dihydro-quinolin-2-one